3,4,5-Trimethoxyphenethyl-2-hydroxy-acetophenon imine COC=1C=C(CCC(C(C2=CC=CC=C2)=N)O)C=C(C1OC)OC